5-[6-(difluoromethoxy)-5-methyl-3-pyridyl]-2,2,3-trimethyl-3H-1,4-benzoxazepine FC(OC1=C(C=C(C=N1)C1=NC(C(OC2=C1C=CC=C2)(C)C)C)C)F